BrC=1C=C2C(=NC1)NN=C2C2=CC(=CC=C2)OC 5-Bromo-3-(3-methoxyphenyl)-1H-pyrazolo[3,4-b]pyridine